C(C#CCCCCC)(=O)OC 2-octynoic acid, methyl ester